(1R,2R,5R)-5-((2-(tert-butylamino)-5-chloropyrimidin-4-yl)amino)-2-methylcyclohexan-1-ol C(C)(C)(C)NC1=NC=C(C(=N1)N[C@@H]1CC[C@H]([C@@H](C1)O)C)Cl